CNC=1C=C(C=CC1)C1=CCCCN1C(=O)OC(C)(C)C tert-butyl 6-[3-(methylamino)phenyl]-3,4-dihydro-2H-pyridine-1-carboxylate